O=C(CCCCCCCC(=O)OCCC(CCCCC)CCCCC)CCCCCCCCCC 3-Pentyloctyl 9-oxononadecanoate